5-fluoro-4-{3-[(1R)-1-hydroxyethyl]-4-methyl-5-oxo-4,5-dihydro-1H-1,2,4-triazol-1-yl}-N-(2-methylphenyl)-2-{[(2S)-1,1,1-trifluoropropan-2-yl]Oxy}benzamide FC=1C(=CC(=C(C(=O)NC2=C(C=CC=C2)C)C1)O[C@H](C(F)(F)F)C)N1N=C(N(C1=O)C)[C@@H](C)O